C(C1=CC=CC=C1)OC=1C=CC2=C(O[C@@H](CO2)CNC(=O)C=2OC=CN2)C1 Oxazole-2-carboxylic acid ((R)-7-benzyloxy-2,3-dihydro-benzo[1,4]dioxin-2-ylmethyl)-amide